octyl salicylate (ethylhexyl salicylate) C(C)C1=C(C(C(=O)O)=CC=C1)OCCCCCC.C(C=1C(O)=CC=CC1)(=O)OCCCCCCCC